ClC=1C=C(C=C(C1)CC)C=1C=CC=C2C(=C(C=NC12)C(=O)N[C@H]1CCOC2=CC=CC=C12)CC 8-(3-chloro-5-ethylphenyl)-N-[(4S)-3,4-dihydro-2H-chromen-4-yl]-4-ethylquinoline-3-carboxamide